(3R,4S)-1-(7-(8-Ethyl-7-fluoro-3-hydroxynaphthalen-1-yl)-8-fluoro-2-(((2R,7aS)-2-fluorotetrahydro-1H-pyrrolizin-7a(5H)-yl)methoxy)pyrido[4,3-d]pyrimidin-4-yl)-4-methyl-piperidin-3-ol C(C)C=1C(=CC=C2C=C(C=C(C12)C1=C(C=2N=C(N=C(C2C=N1)N1C[C@@H]([C@H](CC1)C)O)OC[C@]12CCCN2C[C@@H](C1)F)F)O)F